O1C2=C(NC(C1)=O)C=CC=C2 2H-benzo[b][1,4]oxazin-3(4H)-on